C(C1=CC=CC=C1)OC1=CC=C(CC2C(NC(NC2=O)=S)=O)C=C1 5-(4-(Benzyloxy)benzyl)-2-thioxodihydropyrimidine-4,6(1H,5H)-dione